2,5-dichloro-3-thienylsulfonylchloride ClC=1SC(=CC1S(=O)(=O)Cl)Cl